N-(4-(4-(4-(2-amino-4-(difluoromethyl)pyrimidin-5-yl)-6-morpholino-1,3,5-triazin-2-yl)piperazin-1-yl)-4-oxobutyl)-N-methylacrylamide NC1=NC=C(C(=N1)C(F)F)C1=NC(=NC(=N1)N1CCOCC1)N1CCN(CC1)C(CCCN(C(C=C)=O)C)=O